(5aS,6R,11bR)-10-(benzyloxy)-14-(cyclopropylmethyl)-5a-hydroxy-3,4,5,5a,6,7-hexahydro-6,11b-(epiminoethano)naphtho[1,2-d]azepin-2(1H)-one C(C1=CC=CC=C1)OC1=CC=C2C[C@@H]3[C@]4([C@](CC(NCC4)=O)(C2=C1)CCN3CC3CC3)O